CN(C)/C=C/C(=O)OC methyl N,N-dimethylaminoacrylate